N-(3-(3-(2-hydroxypropyl)-2-oxoimidazolidin-1-yl)-1-methyl-1H-pyrazol-4-yl)-2-(2-((2,2,2-trifluoroethyl)amino)pyridin-4-yl)-1,3-oxazole-4-carboxamide OC(CN1C(N(CC1)C1=NN(C=C1NC(=O)C=1N=C(OC1)C1=CC(=NC=C1)NCC(F)(F)F)C)=O)C